CC1(CC(CC1)C1=CC=C(C(C=C1)=O)O)C 5-(3,3-dimethylcyclopentyl)-2-hydroxycyclohepta-2,4,6-trien-1-one